2-chloro-1-methyl-1H-pyrrolo[2,3-b]pyridine-3-carboxylate ClC1=C(C=2C(=NC=CC2)N1C)C(=O)[O-]